(S)-6-methoxy-2-methyl-N-(3-methyl-1-((1-(methylsulfonyl)pyrrolidin-2-yl)methyl)-1H-pyrazolo[3,4-d]pyrimidin-6-yl)-1,2,3,4-tetrahydroisoquinolin-7-amine COC=1C=C2CCN(CC2=CC1NC1=NC=C2C(=N1)N(N=C2C)C[C@H]2N(CCC2)S(=O)(=O)C)C